13,15-dichloro-10-[2,6-difluoro-4-({2-[(2-hydroxyethyl)amino]ethyl}amino)phenyl]-8-ethyl-4-fluoro-6,8,10-triazatricyclo[9.4.0.02,7]pentadeca-1(11),2(7),3,5,12,14-hexaen-9-one ClC1=CC=2N(C(N(C=3N=CC(=CC3C2C(=C1)Cl)F)CC)=O)C1=C(C=C(C=C1F)NCCNCCO)F